ethyl acrylate sulfate S(=O)(=O)(O)O.C(C=C)(=O)OCC